FC1=C(OC2=CC=C(C=C2)C2=NNC=C2C(=O)N)C=CC(=C1)F 3-[4-(2,4-difluorophenoxy)phenyl]pyrazole-4-carboxamide